The molecule is a branched tetrasaccharide consisting of beta-D-mannose having two alpha-D-mannosyl residues attached at the 3- and 6-positions as well as a beta-D-xylosyl residue at the 2-position. It has a role as a carbohydrate allergen. C1[C@H]([C@@H]([C@H]([C@@H](O1)O[C@H]2[C@H]([C@@H]([C@H](O[C@H]2O)CO[C@@H]3[C@H]([C@H]([C@@H]([C@H](O3)CO)O)O)O)O)O[C@@H]4[C@H]([C@H]([C@@H]([C@H](O4)CO)O)O)O)O)O)O